cyclohexene-1,2-dicarboxylic anhydride C12=C(CCCC1)C(=O)OC2=O